O[C@H]1[C@H]([C@H]2C[C@H]([C@H]3[C@@H]4CC[C@H]([C@@H](CCC)C)[C@]4([C@H](C[C@@H]3[C@]2(CC1)C)O)C)O)O 3α,4α,7α,12α-Tetrahydroxy-5β-cholan